FC1=C(C(=CC=C1)F)C1=CC(=CC=N1)NC1=NC=C(C=C1)C(C(=O)OCC)(C)C 6-(2,6-Difluorophenyl)-4-((5-(1-ethoxy-2-methyl-1-oxopropan-2-yl)pyridin-2-yl)amino)pyridin